FC1(CCC(N(C1)C(CN1C[C@H](O[C@@H](C1)C)C)C1=CN=C(S1)NC([C@H](C1CCC(CC1)C)NC(OC(C)(C)C)=O)=O)=O)F tert-butyl ((1S)-2-((5-(1-(5,5-difluoro-2-oxopiperidin-1-yl)-2-((2R,6R)-2,6-dimethylmorpholino)ethyl)thiazol-2-yl)amino)-1-((1r,4S)-4-methylcyclohexyl)-2-oxoethyl)carbamate